CNC1=NC(=NC=C1C(F)(F)F)NC1=C2C=NN(C2=C(C=C1)C1CCN(CC1)C)CC(=O)N 2-(4-((4-(methylamino)-5-(trifluoromethyl)pyrimidin-2-yl)amino)-7-(1-methylpiperidin-4-yl)-1H-indazol-1-yl)acetamide